Tetraethyleniminobenzoquinone N1(CC1)C1=C(C(C(=C(C1=O)N1CC1)N1CC1)=O)N1CC1